N-methyl-N-(2-methoxyethyl)ammonium C[NH2+]CCOC